FC1=C(C=CC(=C1)F)NC(N)=O 3-(2,4-difluoro-phenyl)-urea